C(C)(C)(C)OC(N(C)CCOC1=CC(=C(C=C1)C)C(NC1(CC1)C1=C2C=CC=NC2=CC(=C1)OC)=O)=O tert-butyl(2-(3-((1-(7-methoxyquinolin-5-yl)cyclopropyl)carbamoyl)-4-methylphenoxy)ethyl)(methyl)carbamate